tert-butyl (R)-3-methyl-4-oxopiperidine-1-carboxylate C[C@@H]1CN(CCC1=O)C(=O)OC(C)(C)C